7-Ethyl-4-(4-fluoro-3-(2-((3S,4S)-3-fluoro-1-methylpiperidin-4-yl)-6-methoxy-2H-indazol-5-yl)phenyl)-7H-imidazo[4,5-c]pyridazine C(C)N1C=NC2=C1N=NC=C2C2=CC(=C(C=C2)F)C2=CC1=CN(N=C1C=C2OC)[C@@H]2[C@H](CN(CC2)C)F